N-(2-(2,6-Dioxopiperidin-3-yl)-1-oxoisoindolin-5-yl)-2-(3-(4-phenylpiperidin-1-yl)phenyl)acetamide O=C1NC(CCC1N1C(C2=CC=C(C=C2C1)NC(CC1=CC(=CC=C1)N1CCC(CC1)C1=CC=CC=C1)=O)=O)=O